europium-tantalum [Ta].[Eu]